(S)-2-(2,6-difluorobenzoylamino)-3-(8-(5-methoxy-2-methyl-3-oxo-2,3-dihydropyridazin-4-yl)quinolin-5-yl)propionic acid FC1=C(C(=O)N[C@H](C(=O)O)CC2=C3C=CC=NC3=C(C=C2)C=2C(N(N=CC2OC)C)=O)C(=CC=C1)F